OC1=C(C=CC=C1C(C)(C)C)OC hydroxy-3-tert-butyl-anisole